C(CC)OC(=O)OOC(=O)[O-] n-propylperoxydicarbonate